(S)-2-((6-((6-methoxy-2-methyl-1,2,3,4-tetrahydroisoquinolin-7-yl)amino)-1H-pyrazolo[3,4-d]pyrimidin-1-yl)methyl)pyrrolidine-1-sulfonamide Hydrochloride Cl.COC=1C=C2CCN(CC2=CC1NC1=NC=C2C(=N1)N(N=C2)C[C@H]2N(CCC2)S(=O)(=O)N)C